3,5-dichlorobenzoic acid methyl ester COC(C1=CC(=CC(=C1)Cl)Cl)=O